(R)-2-(4-((5-cyclopropyl-3-(2,6-dichlorophenyl)isoxazol-4-yl)methyl)-2-methylpiperazin-1-yl)-4-methoxybenzo[d]thiazole-6-carboxylic acid C1(CC1)C1=C(C(=NO1)C1=C(C=CC=C1Cl)Cl)CN1C[C@H](N(CC1)C=1SC2=C(N1)C(=CC(=C2)C(=O)O)OC)C